C[C@@H](C(=O)ON1C(CCC1=O)=O)CCCC1=CC=CC=C1 |r| (±)-2,5-dioxopyrrolidin-1-yl 2-methyl-5-phenylpentanoate